(1r,4r)-4-(3-chloro-4-cyanophenoxy)-N-(6-(piperazin-1-yl)pyridazin-3-yl)cyclohexane-1-carboxamide ClC=1C=C(OC2CCC(CC2)C(=O)NC=2N=NC(=CC2)N2CCNCC2)C=CC1C#N